3-amino-6-(2-fluoro-5-(1-methyl-1H-pyrazol-4-yl)phenyl)-N-(4-azaspiro[2.5]octan-6-yl)pyrazine-2-carboxamide NC=1C(=NC(=CN1)C1=C(C=CC(=C1)C=1C=NN(C1)C)F)C(=O)NC1CNC2(CC2)CC1